P(=O)(OCCS(=O)CC)([O-])[O-] 2-ethylsulfinylethyl phosphate